COC1=C(C=C(C=C1)C1C(C(OC1)(C)C)=O)OCCCOC 4-(4-methoxy-3-(3-methoxypropoxy)phenyl)-2,2-dimethyldihydrofuran-3(2H)-one